2-bromo-1-(4-methoxyphenyl)ethan-1-one BrCC(=O)C1=CC=C(C=C1)OC